C1(CC=CC1)C(=O)O (1S)-cyclopent-3-ene-1-carboxylic acid